6-(2-(pyrrolidin-1-yl)ethoxy)pyrazolo[1,5-a]pyridine-3-carbonitrile N1(CCCC1)CCOC=1C=CC=2N(C1)N=CC2C#N